3-(furan-2-yl)-5-(methylthio)-4H-1,2,4-triazole O1C(=CC=C1)C1=NN=C(N1)SC